7-(2-bromoacetyl)-5-methyl-1,3,4,5-tetrahydro-2H-benzo[b]azepin-2-one BrCC(=O)C1=CC2=C(NC(CCC2C)=O)C=C1